C(C)(C)(C)OC(N(CC=1OC(=NN1)C1=C(C=CC=C1)NC1=CC=C(C=C1)C(F)(F)F)C(C)C)=O tert-butylisopropyl((5-(2-((4-(trifluoromethyl)phenyl)amino)phenyl)-1,3,4-oxadiazol-2-yl)methyl)carbamate